6-((R)-2-((3ar,5R,6as)-5-(2,4-difluorophenoxy)-3a-hydroxycyclopenta[c]pyrrol-2(1H)-yl)-1-hydroxyethyl)-3,4-dihydroquinolin-2(1H)-one FC1=C(OC2=C[C@]3(C(CN(C3)C[C@H](O)C=3C=C4CCC(NC4=CC3)=O)=C2)O)C=CC(=C1)F